CNC(CCCCCCCCCCCCC(=O)NCC(=O)O)=O 14-methylamino-14-oxotetradecanoyl-glycine